tetramethylenediamine NCCCCN